FC(C1=C(C=CC=C1)OB(O)O)(F)F (2-trifluoromethylphenyl)boric acid